2-(4-(adamantan-1-yl)phenyl)-4,6-bis(4-chlorophenyl)-1,3,5-triazine C12(CC3CC(CC(C1)C3)C2)C2=CC=C(C=C2)C2=NC(=NC(=N2)C2=CC=C(C=C2)Cl)C2=CC=C(C=C2)Cl